C1=CC=C2N1C1=CC=CC=C1NC2C=2C(=NC=CC2)N2CCS(CC2)(=O)=O 4-(3-(4,5-Dihydropyrrolo[1,2-a]quinoxalin-4-yl)pyridin-2-yl)thiomorpholine 1,1-dioxide